[Cl-].NCC[N+]1=CC=CC=C1 (2-aminoethyl)-pyridinium chloride